CC(C)=CCC\C(=C\C)\C (E)-2,6-dimethylocta-2,6-diene